2,2'-disulfanediyldiethanamine S(SCCN)CCN